CC([C@@H](C(=O)N1[C@@H]([C@H]2C([C@H]2C1)(C)C)C(=O)O)NC1=NC(=CN=C1)C(F)(F)F)(C)C (1R,2S,5S)-3-[(2S)-3,3-dimethyl-2-[[6-(trifluoromethyl)pyrazin-2-yl]amino]butanoyl]-6,6-dimethyl-3-azabicyclo[3.1.0]hexane-2-carboxylic acid